C(C)(C)(C)OC(=O)OC(=O)OC(C)(C)C.FC1=C(C=CC(=C1)O)NC(OC(C)(C)C)=O TERT-BUTYL (2-FLUORO-4-HYDROXYPHENYL)CARBAMATE di-Tert-butyl-dicarbonate